N-acetylglucosamine monosulfate S(=O)(=O)(O)O.C(C)(=O)N[C@H]1C(O)O[C@@H]([C@H]([C@@H]1O)O)CO